N-[2-[4-(hydroxymethyl)cyclohexyl]-6-pyrrolidin-1-yl-indazol-5-yl]-6-(trifluoromethyl)-pyridine-2-carboxamide OCC1CCC(CC1)N1N=C2C=C(C(=CC2=C1)NC(=O)C1=NC(=CC=C1)C(F)(F)F)N1CCCC1